methyl 2-(3-(1,3-dioxoisoindolin-2-yl)prop-1-yn-1-yl)-4-((piperidin-4-ylmethyl)amino)benzoate O=C1N(C(C2=CC=CC=C12)=O)CC#CC1=C(C(=O)OC)C=CC(=C1)NCC1CCNCC1